3-phenyl-4-(3,4,5-trimethoxyphenyl)-2,3-dihydro-oxazole C1(=CC=CC=C1)N1COC=C1C1=CC(=C(C(=C1)OC)OC)OC